(2,2-difluoro-tetrahydro-1H-pyrrolizin-7a-yl)methanol FC1(CC2(CCCN2C1)CO)F